N-(2-chloropyridin-3-yl)-2-cyclopropylpyrimidine-5-carboxamide ClC1=NC=CC=C1NC(=O)C=1C=NC(=NC1)C1CC1